NC1=C(C=C(C=C1)C1=NC(=NC=C1)NC1=CC=C(C=C1)C(F)(F)F)Cl 4-(4-amino-3-chlorophenyl)-N-(4-(trifluoromethyl)phenyl)pyrimidin-2-amine